C(OCC1CCC(CC1)(C)C)(=O)Cl (4,4-dimethylcyclohexyl)methyl carbonochloridate